diaminoanthrone C1=CC=C2C(=C1)C(=O)C3=CC=CC=C3C2(N)N